gamma-L-glutamyl-cysteine N[C@@H](CCC(=O)N[C@@H](CS)C(=O)O)C(=O)O